CN(C1=CC=C(C=C1)C1=CC=C(C=C1)CN(C(=O)C1CCCCC1)C1=CC(=CC=C1)NCC1=NC=CC=C1)C N-((4'-(Dimethylamino)-[1,1'-biphenyl]-4-yl)methyl)-N-(3-((pyridin-2-ylmethyl)amino)phenyl)cyclohexanecarboxamide